8-chloro-2-[(4-cyclopropyl-1H-1,2,3-triazol-1-yl)methyl]-1-(4,4-difluoro-1-methylpyrrolidin-3-yl)-1H-imidazo[4,5-c]quinoline ClC1=CC=2C3=C(C=NC2C=C1)N=C(N3C3CN(CC3(F)F)C)CN3N=NC(=C3)C3CC3